(S)-2-(5-(N-(14-hydroxytetradecyl)-1-(isoquinolin-4-yl)piperidine-3-carboxamido)-2-oxopyridin-1(2H)-yl)acetic acid OCCCCCCCCCCCCCCN(C(=O)[C@@H]1CN(CCC1)C1=CN=CC2=CC=CC=C12)C=1C=CC(N(C1)CC(=O)O)=O